C1(CCCC1)CCNC=1SCC(=NN1)C1=CC2=C(NC(N2)=O)C=C1 5-(2-((2-cyclopentylethyl)amino)-6H-1,3,4-thiadiazin-5-yl)-1H-benzo[d]imidazol-2(3H)-one